CC(=CC1=CC=CC=C1)C=O methylcinnamaldehyde